C(CCC)[B-](C1=C(C=CC=C1F)F)(C1=C(C=CC=C1F)F)C1=C(C=CC=C1F)F.C[N+](C)(C)C tetramethylammonium butyltris(2,6-difluorophenyl)borate